triphenylamine phosphonate P(O)(O)=O.C1(=CC=CC=C1)N(C1=CC=CC=C1)C1=CC=CC=C1